N=[Ni] iminonickel